(±)-6,7,8,9-tetrahydro-5H-5,8-epiminocyclohepta[c]pyridazine 2,2,2-trifluoroacetate FC(C(=O)O)(F)F.N1=NC=CC2=C1CC1CCC2N1